Cl.NCC=1C(=C(C=CC1)B(O)O)F (3-(aminomethyl)-2-fluorophenyl)boronic acid hydrochloride salt